ClC1=CC=C(C=C1)C(N1CCN(CC1)C(C1=C(C=CC=C1)O)C1=CC=CC=C1)C1=CC=CC=C1 2-((4-((4-chlorophenyl)(phenyl)methyl)piperazin-1-yl)(phenyl)methyl)phenol